BrC1=[N+](C(=CC(=C1)C1=C(C=CC(=C1)NS(=O)(=O)CC)OC1=C(C=C(C=C1)F)F)C)[O-] 2-bromo-4-(2-(2,4-difluorophenoxy)-5-(ethylsulfonamido)phenyl)-6-methylpyridine 1-oxide